CC=1C(=C(N=NC1C(F)(F)F)OC1=C(C=C(C=C1)C(F)(F)F)C)C(=O)NC1=CC(=CC=C1)S(=O)(=N)C 5-Methyl-3-(2-methyl-4-(trifluoromethyl)phenoxy)-N-(3-(S-methylsulfonimidoyl)phenyl)-6-(trifluoromethyl)pyridazine-4-carboxamide